C(C)(C)(C)C1=NC(=NO1)C(=O)NCC1=C(C=C(C=C1)C1=NC=NN2C1=CC(=C2)OCCN2CCC(CC2)C2=CC=C(C=C2)NC2C(NC(CC2)=O)=O)C 5-(tert-butyl)-N-(4-(6-(2-(4-(4-((2,6-dioxopiperidin-3-yl)amino)phenyl)piperidin-1-yl)ethoxy)pyrrolo[2,1-f][1,2,4]triazin-4-yl)-2-methylbenzyl)-1,2,4-oxadiazole-3-carboxamide